isocyanatomethyl-trimethoxysilane tert-butyl-4-(4,4,5,5-tetramethyl-1,3,2-dioxaborolan-2-yl)-1H-pyrazole-1-carboxylate C(C)(C)(C)OC(=O)N1N=CC(=C1)B1OC(C(O1)(C)C)(C)C.N(=C=O)C[Si](OC)(OC)OC